4-(1-dibenzofuranyl)benzeneamine C1(=CC=CC=2OC3=C(C21)C=CC=C3)C3=CC=C(C=C3)N